S1C=NC2=C1C=CC(=C2)CNCC2=C(C=CC=C2)F 1-(benzo[d]thiazol-5-yl)-N-(2-fluorobenzyl)methanamine